ClC1=CC(=C(C=C1)N1N=C(C=C1)OCC=C(C(C(=O)NC)=N)C)F 5-{[1-(4-chloro-2-fluorophenyl)-1H-pyrazol-3-yl]oxy}-2-(imino)-N,3-dimethylpent-3-enamide